4-(4-(pyridin-2-yloxy)phenyl)piperidin-1-ium chloride [Cl-].N1=C(C=CC=C1)OC1=CC=C(C=C1)C1CC[NH2+]CC1